C(N)(OCCCCCC(CCCCOC=C)(CCCCOC=C)OC(N)=O)=O bis[4-(vinyloxy)butyl]-1,6-hexanediyl biscarbamate